BrC1=C(C=C(C=C1)NS(=O)(=O)C1=CC(=CC=C1)Cl)C N-(4-bromo-3-methylphenyl)-3-chlorobenzenesulfonamide